selenyldihydrobenzene [SeH]C1CC=CC=C1